Cl[Si](N([Si](C)(Cl)Cl)C(C)C)(Cl)Cl 1,1,1,3,3-pentachloro-2-iso-propyl-3-methyldisilazane